CCCCC1=C(C=CC=C1)O (4-n-butyl)phenol